FC=1C(=CC2=C(C(N3[C@@H](CO2)C[C@@H](C3)O)=O)C1OC(C(F)(F)F)(C)C)C (2S,11aR)-7-Fluoro-2-hydroxy-8-methyl-6-((1,1,1-trifluoro-2-methylpropan-2-yl)oxy)-2,3,11,11a-tetrahydro-1H,5H-benzo[f]pyrrolo[2,1-c][1,4]oxazepin-5-one